CC(C(=O)O)(O)C(=O)O methyltartronic acid